CS(=O)(=O)N1CCN(CC1)C=1CN(C=CN1)COCC[Si](C)(C)C 3-(4-(methylsulfonyl)piperazin-1-yl)-1-[(2-(trimethylsilyl)ethoxy)methyl]Pyrazin